2-(7-methoxyquinazolin-4-yl)-2-azaspiro[3.3]heptan-6-amine 2,2,2-trifluoroacetate FC(C(=O)O)(F)F.COC1=CC=C2C(=NC=NC2=C1)N1CC2(C1)CC(C2)N